F[C@@H]1CN(C[C@H]1O)C(=O)C=1C=C(OC2=NC(=CC(=C2)CNC(OC(C)(C)C)=O)C(F)(F)F)C=CC1 (R,R)-trans-tert-Butyl ((2-(3-(3-fluoro-4-hydroxypyrrolidine-1-carbonyl)phenoxy)-6-(trifluoromethyl)pyridin-4-yl)methyl)carbamate